N-(5-chloro-6-(2H-1,2,3-triazol-2-yl)pyridin-3-yl)-1-(1-cyanoisoquinolin-5-yl)-5-(trifluoromethyl)-1H-pyrazole-4-carboxamide ClC=1C=C(C=NC1N1N=CC=N1)NC(=O)C=1C=NN(C1C(F)(F)F)C1=C2C=CN=C(C2=CC=C1)C#N